(1S)-3-isopropylidene-2,2-dimethylcyclobutane C(C)(C)=C1C(CC1)(C)C